C(C1=CC=CC=C1)[C@@H]1CN(CCN1C1=NC=C2C(=N1)N(N=C2C2=C(C(=C(C(=C2)C(F)(F)F)F)O)F)C)C(=O)OC(C)(C)C (R)-tert-butyl 3-benzyl-4-(3-(2,4-difluoro-3-hydroxy-5-(trifluoromethyl)phenyl)-1-methyl-1H-pyrazolo[3,4-d]pyrimidin-6-yl)piperazine-1-carboxylate